(2S,4R)-1-[(2S)-2-(4-cyclopropyltriazol-1-yl)-3,3-dimethyl-butanoyl]-N-[2-(5,5-dimethyl-2-oxo-pyrrolidin-3-yl)ethyl]-4-hydroxy-pyrrolidine-2-carboxamide C1(CC1)C=1N=NN(C1)[C@H](C(=O)N1[C@@H](C[C@H](C1)O)C(=O)NCCC1C(NC(C1)(C)C)=O)C(C)(C)C